4-[(3S)-3-amino-3-methylpyrrolidin-1-yl]-5-(4-chloro-3-fluorophenyl)-N-[(1S)-1-cyclopropylethyl]-6-methoxypyridine-3-carboxamide N[C@@]1(CN(CC1)C1=C(C=NC(=C1C1=CC(=C(C=C1)Cl)F)OC)C(=O)N[C@@H](C)C1CC1)C